gallium (iii) chloride [Cl-].[Ga+3].[Cl-].[Cl-]